(R)-2-(difluoromethyl)-N-(5-(5-(difluoromethyl)-1,2,4-oxadiazol-3-yl)-2,3-dihydro-1H-inden-1-yl)isonicotinamide FC(C=1C=C(C(=O)N[C@@H]2CCC3=CC(=CC=C23)C2=NOC(=N2)C(F)F)C=CN1)F